OC1=C(N=CN(C1=O)C(C)C)C(=O)NC=1C=NOC1 5-hydroxy-1-isopropyl-N-(isoxazol-4-yl)-6-oxo-1,6-dihydropyrimidine-4-carboxamide